C(CCCC)OC(CCC(=O)OCCCCCCCC(CCCCCCCOC(CCC(OCCCCC)OCCCCC)=O)NCCC1N(CCC1)C)OCCCCC.CN1CCN(CC1)C1=NC=CC=N1 2-(4-methylpiperazin-1-yl)pyrimidine [15-(4,4-dipentoxybutanoyloxy)-8-[2-(1-methylpyrrolidin-2-yl)ethylamino]pentadecyl]4,4-dipentoxybutanoate